N-(1-cyanocyclobutyl)-2-[(5'S,7a'R)-5'-(3,5-difluorophenyl)-3'-oxotetrahydro-1H,3'H-spiro[piperidine-4,2'-pyrrolo[2,1-b][1,3]oxazol]-1-yl]-5-fluoropyrimidine-4-carboxamide C(#N)C1(CCC1)NC(=O)C1=NC(=NC=C1F)N1CCC2(C(N3[C@H](O2)CC[C@H]3C3=CC(=CC(=C3)F)F)=O)CC1